5-(8-((1S,2S)-2-(4-(3,3-dimethylpyrrolidine-1-carbonyl)phenyl)cyclopropyl)imidazo[1,2-b]pyridazin-6-yl)pyrimidine-2,4(1H,3H)-dione CC1(CN(CC1)C(=O)C1=CC=C(C=C1)[C@@H]1[C@H](C1)C=1C=2N(N=C(C1)C=1C(NC(NC1)=O)=O)C=CN2)C